C(C)(C)(C)OC([C@H]([C@@H](C1=CC=C(C=C1)S(=O)(=O)C)O)N)=O (2S,3R)-2-amino-3-hydroxy-3-(4-(methylsulfonyl)phenyl)propionic acid tert-butyl ester